C(C1=CC=CC=C1)OC1=CC=C(C=C1)[C@H](C(C)(C)C)N (S)-1-(4-(benzyloxy)phenyl)-2,2-dimethylpropan-1-amine